(2-(6-(2-ethyl-5-fluoro-4-hydroxyphenyl)-1H-indazol-3-yl)-4,6-dihydropyrrolo[3,4-d]imidazol-5(1H)-yl)(5-(piperidin-1-yl)pyrazin-2-yl)methanone C(C)C1=C(C=C(C(=C1)O)F)C1=CC=C2C(=NNC2=C1)C1=NC2=C(N1)CN(C2)C(=O)C2=NC=C(N=C2)N2CCCCC2